C1=NC=C(C2=CC=CC=C12)N1C(N(C[C@@H]1C#N)C=1C=NC(=CC1)C(F)(F)F)=O (R)-3-(isoquinolin-4-yl)-2-oxo-1-(6-(trifluoromethyl)pyridin-3-yl)imidazoline-4-carbonitrile